OCC1(COCC1)NC1=NC=C(C(=N1)C1=CNC2=C(C=CC=C12)P(C)(C)=O)C(F)(F)F (3-(2-((3-(Hydroxymethyl)tetrahydrofuran-3-yl)amino)-5-(trifluoromethyl)pyrimidin-4-yl)-1H-indole-7-yl)dimethylphosphine oxide